CS(=O)(=O)N1CCN(CC1)C=1SC2=C(N=C(N=C2N2CCOCC2)N2N=C(C=C2)C=2C=C(C=CC2)C)N1 4-(2-(4-(Methylsulfonyl)piperazin-1-yl)-5-(3-(m-tolyl)-1H-pyrazol-1-yl)thiazolo[4,5-d]pyrimidin-7-yl)morpholine